6-chloro-3-(((R)-1-(2-cyano-3-((2R,4S)-4-fluoro-2-methylpyrrolidin-1-yl)-7-methylquinoxalin-5-yl)ethyl)amino)picolinic acid ClC1=CC=C(C(=N1)C(=O)O)N[C@H](C)C1=C2N=C(C(=NC2=CC(=C1)C)C#N)N1[C@@H](C[C@@H](C1)F)C